O[C@H](C(=O)NC)C1=CC=CC=C1 (S)-α-hydroxy-N-methyl-2-phenylacetamide